N1-(5-(1-((2S,6R)-2,6-dimethylmorpholino)-3-methylimidazo[1,5-a]quinoxalin-8-yl)pyridin-2-yl)-N1,N3,N3-trimethylpropane-1,3-diamine C[C@@H]1O[C@@H](CN(C1)C1=NC(=C2N1C1=CC(=CC=C1N=C2)C=2C=CC(=NC2)N(CCCN(C)C)C)C)C